ClC1=CC=C(CN2CCC3(CN(C([C@@H](O3)C)=O)CC)CC2)C=C1 (S)-9-(4-chlorobenzyl)-4-ethyl-2-methyl-1-oxa-4,9-diazaspiro[5.5]undecan-3-one